N1(CCCCC1)\N=C\C1=C2C(OC(C2=CC=C1)=O)=O (E)-4-((piperidin-1-ylimino)methyl)isobenzofuran-1,3-dione